COC1=CC(=NC=C1OC1=CC=C(C=C1)OC(F)(F)F)C(=O)O 4-methoxy-5-(4-trifluoromethoxy-phenoxy)-pyridine-2-carboxylic acid